(2,3,4,5,6-Pentafluorophenyl) 6-chloro-3-[(1R)-1-[3,6-dimethyl-2-(1-methylpyrazol-4-yl)-4-oxo-chromen-8-yl]ethoxy]pyridine-2-sulfonate ClC1=CC=C(C(=N1)S(=O)(=O)OC1=C(C(=C(C(=C1F)F)F)F)F)O[C@H](C)C=1C=C(C=C2C(C(=C(OC12)C=1C=NN(C1)C)C)=O)C